11-((tert-butyldimethylsilyl)oxy)-5-chloro-4-fluoro-2-(methylthio)-7a,8,10,11,11a,12-hexahydro-9H-7-oxa-1,3,6,12-tetraazapleiadene [Si](C)(C)(C(C)(C)C)OC1CCCC2OC3=NC(=C(C4=NC(=NC(NC12)=C43)SC)F)Cl